ClCC(=O)N1CCC(C(CC1)C)=O 1-(2-chloroacetyl)-5-methylazepan-4-one